FC(OC=1C=C(C=CC1)N1C(C(C2=CC(=CC=C12)C(=O)NC1(CCS(CC1)(=O)=O)C)(C)C)=O)F 1-[3-(difluoromethoxy)phenyl]-3,3-dimethyl-N-(4-methyl-1,1-dioxo-thia-cyclohex-4-yl)-2-oxo-indoline-5-carboxamide